4-(Azidomethyl)-1-((2-chloro-3'-isopropyl-[1,1'-biphenyl]-4-yl)methyl)piperidine N(=[N+]=[N-])CC1CCN(CC1)CC1=CC(=C(C=C1)C1=CC(=CC=C1)C(C)C)Cl